F[P-](F)(F)(F)(F)F.CN(C)C(ON1N=NC=2C1=NC=CC2)=[N+](C)C (dimethylamino)-N,N-dimethyl-(3H-[1,2,3]triazolo[4,5-b]pyridin-3-yloxy)methyleneammonium hexafluorophosphate